cyclohex-3-en-1-one C1(CC=CCC1)=O